BrC=1C=C2C(=CC1Cl)NC([C@]21CN(CC1)C(CO)=O)=O (S)-5-bromo-6-chloro-1'-(2-hydroxyacetyl)spiro[indoline-3,3'-pyrrolidin]-2-one